C(#C)C=1C=NC=NC1 3-ethynyl-1,5-diazine